(1-phenyl-4-(2-(piperidin-1-yl)ethyl)-1H-imidazol-2-yl)-3-(1H-pyrazol-4-yl)benzamide C1(=CC=CC=C1)N1C(=NC(=C1)CCN1CCCCC1)C1=C(C(=O)N)C=CC=C1C=1C=NNC1